COC=1C2=C(N=CN1)C=CN=C2 4-methoxypyrido[4,3-d]pyrimidine